5-(4-chloro-2-fluorophenyl)-7-((2S)-2-(1-cyclopropyl-1H-pyrazol-4-yl)-4-morpholinyl)-2-methylpyrido[3,4-b]pyrazine ClC1=CC(=C(C=C1)C1=NC(=CC=2C1=NC=C(N2)C)N2C[C@@H](OCC2)C=2C=NN(C2)C2CC2)F